BrC1=CN=C2C=CC(=NC2=C1)C1=C(N=C2N1C=CC=C2)C2=NC(=CC=C2)C 7-bromo-2-(2-(6-methylpyridin-2-yl)imidazo[1,2-a]Pyridin-3-yl)-1,5-naphthyridine